racemic-1-(2-(1-methylpyrrolidin-2-yl)ethyl)-3-(4-methylquinazolin-2-yl)guanidine CN1[C@H](CCC1)CCNC(=N)NC1=NC2=CC=CC=C2C(=N1)C |r|